NC=1C=2N(C=CN1)C(=NC2C2=CC=C(C=C2)[C@](C)(O)C2=CC(=CC=C2)CC)[C@H]2CN1C(CC[C@@H]1CC2)=O (6R,8aS)-6-(8-amino-1-{4-[(1S)-1-(3-ethylphenyl)-1-hydroxyethyl]phenyl}imidazo[1,5-a]pyrazin-3-yl)hexahydroindolizin-3(2H)-one